O=C1NC=2C=CC(=NC2C=C1C#N)C#N 6-oxo-5,6-dihydro-1,5-naphthyridin-2,7-dicarbonitrile